N,N-bis[(4-methoxyphenyl)methyl]-6-methyl-1H-pyrrolo[3,2-b]pyridin-5-amine COC1=CC=C(C=C1)CN(C1=C(C=C2C(=N1)C=CN2)C)CC2=CC=C(C=C2)OC